CC=1N=C(OC1)C1=CNC=CC1=O 3-(4-methyloxazol-2-yl)-1H-pyridin-4-one